CCCCO n-Butyl Alcohol